N-(4-Amino-1H-pyrazolo[4,3-c]pyridin-7-yl)-2-oxo-2-[rac-(2R,5R)-2-(2-isopropylpyrazol-3-yl)-5-methyl-1-piperidyl]acetamide NC1=NC=C(C2=C1C=NN2)NC(C(N2[C@H](CC[C@H](C2)C)C=2N(N=CC2)C(C)C)=O)=O |r|